2,6-di-tert-butyl-4-(2-naphthylmethylene)-2,5-cyclohexadien-1-one C(C)(C)(C)C=1C(C(=CC(C1)=CC1=CC2=CC=CC=C2C=C1)C(C)(C)C)=O